CC1=CCC(CC1)=C(C)C 1-methyl-4-propan-2-ylidenecyclohexene